FC(S(=O)(=O)OC1CCC(C=C1)C1=CC=CC=C1)(F)F 4-tetrahydro-[1,1'-biphenyl]yl trifluoromethanesulfonate